C1(CCCCC1)CN1N=C(C=2C1=NC(=NC2N2[C@@H](CCC2)CO)NC=2N=CN(C2)C2=CC(=C(C(=C2)OC)OC)OC)C (S)-(1-(1-(cyclohexylmethyl)-3-methyl-6-((1-(3,4,5-trimethoxyphenyl)-1H-imidazol-4-yl)amino)-1H-pyrazolo[3,4-d]pyrimidin-4-yl)pyrrolidin-2-yl)methanol